C[C@@H]1CN(CCC1)C(=O)C=1C=C2C(=NC1)N(C=C2)C2=CC=C(C(=O)O)C=C2 (S)-4-(5-(3-methylpiperidine-1-carbonyl)-1H-pyrrolo[2,3-b]pyridin-1-yl)benzoic acid